CN1CC=2N(CC1)N=C(N2)NC(OC(C)(C)C)=O tert-Butyl 7-Methyl-5,6,7,8-tetrahydro-[1,2,4]triazolo[1,5-a]pyrazin-2-yl-carbamate